toluenesulfonyl trifluoromethanesulfonate FC(S(=O)(=O)OS(=O)(=O)CC1=CC=CC=C1)(F)F